ClC1=C(C(=CC=C1)C=1C(=NN(C1)C)C)C1=CC=2NC(N(C(C2S1)=O)C1=CN=CC2=CC=CC=C12)=O 6-[2-chloro-6-(1,3-dimethylpyrazol-4-yl)phenyl]-3-(4-isoquinolinyl)-1H-thieno[3,2-d]pyrimidine-2,4-dione